(S)-4-((S)-1,2-dihydroxypropan-2-yl)-N'-((3,3-dimethyl-1,2,3,5,6,7-hexahydrodicyclopenta[b,e]pyridin-8-yl)carbamoyl)thiophene-2-sulfonimidamide OC[C@@](C)(O)C=1C=C(SC1)[S@](=O)(N)=NC(NC1=C2C(=NC3=C1CCC3)C(CC2)(C)C)=O